ethyl 5-((tert-butoxycarbonyl) amino)-1-(2-hydroxyethyl)-1H-pyrazole-3-carboxylate C(C)(C)(C)OC(=O)NC1=CC(=NN1CCO)C(=O)OCC